BrC=1C=C2C(C3(C(=NN(C3=O)C3=CC=CC=C3)C)NC2=CC1)(C)C 5-Bromo-3,3,3'-trimethyl-1'-phenylspiro[indoline-2,4'-pyrazol]-5'(1'H)-one